CS(=O)(=O)C(C(=O)Cl)C 2-(methylsulfonyl)propionyl chloride